2-(Boc-amino)-4-bromobutanoic acid methyl ester COC(C(CCBr)NC(=O)OC(C)(C)C)=O